6-(3-(2-(2-([1,2,4]triazolo[1,5-a]pyridin-8-yl)-2,2-difluoroethoxy)acetyl)-3,8-diazabicyclo[3.2.1]octan-8-yl)nicotinonitrile N=1C=NN2C1C(=CC=C2)C(COCC(=O)N2CC1CCC(C2)N1C1=NC=C(C#N)C=C1)(F)F